3-{2-ethyl-4-[(7-methoxy-4-quinazolinyl)oxy]phenyl}-4-hydroxy-1-[5-(trifluoromethyl)-3-pyridinyl]-2-imidazolidinone C(C)C1=C(C=CC(=C1)OC1=NC=NC2=CC(=CC=C12)OC)N1C(N(CC1O)C=1C=NC=C(C1)C(F)(F)F)=O